2-(3,5-dichloro-4-(3-Chloro-2-hydroxy-2-methylpropoxy)phenyl)propan ClC=1C=C(C=C(C1OCC(CCl)(C)O)Cl)C(C)C